tert-butyl 1-(5-ethoxycarbonyl-2-methylsulfanyl-pyrimidin-4-yl)-3-oxo-1,4-diazaspiro[5.5]undecane-4-carboxylate C(C)OC(=O)C=1C(=NC(=NC1)SC)N1CC(N(CC12CCCCC2)C(=O)OC(C)(C)C)=O